N-[4-(2-{5-chloro-2-oxo-1,2-dihydrospiro[indole-3,4'-piperidin]-1'-yl}ethoxy)phenyl]methanesulfonamide ClC=1C=C2C(=CC1)NC(C21CCN(CC1)CCOC1=CC=C(C=C1)NS(=O)(=O)C)=O